C(C)(=O)C1=CC=C(C=C1)NC(=O)N[C@H](C(=O)O)C (2S)-2-([(4-ACETYLPHENYL)CARBAMOYL]AMINO)PROPANOIC ACID